C(C)OC(C(=CCCCCCCC)C(C)=O)=O 2-acetyl-dec-2-enoic acid ethyl ester